CN(C1=CC=C2C(C(NC2=C1)=O)=O)C 6-dimethylaminoindoline-2,3-dione